FC(C)(C)C1=CC=CC(=N1)C(=O)NC1=CC2=CN(N=C2C=C1C(C)(C)O)C1CCC(CC1)CO 6-(1-Fluoro-1-methyl-ethyl)-N-[2-[4-(hydroxymethyl)cyclohexyl]-6-(1-hydroxy-1-methyl-ethyl)indazol-5-yl]pyridine-2-carboxamide